N-[1-(2-methyl-5-{[2-(trifluoromethyl)pyridin-3-yl]methoxy}-1-benzofuran-3-yl)cyclopropyl]methanesulfonamide CC=1OC2=C(C1C1(CC1)NS(=O)(=O)C)C=C(C=C2)OCC=2C(=NC=CC2)C(F)(F)F